2,5-dimethoxy-p-phenylenediamine COC1=C(C=C(C(=C1)N)OC)N